benzo[c]phenanthren-6-ylboronic acid C1=CC=CC=2C=C(C=3C=CC=4C=CC=CC4C3C21)B(O)O